2,3,4,4a,9,9a-hexahydro-4a,9a-dimethyl-1H-carbazole CC12CCCCC2(NC2=CC=CC=C12)C